COC1=C(C(=O)NC2=CC=C(C=C2)C2=NN=C(N2C)SCC(C2=CC=CC=C2)=O)C=CC=C1 2-methoxy-N-(4-{4-methyl-5-[(2-oxo-2-phenylethyl)thio]-4H-1,2,4-triazol-3-yl}phenyl)benzamide